Cl.Cl.CC1=NC=CC2=C(C=CC=C12)NC(=O)[C@H]1CNC[C@@H]1C1=CC=C(C=C1)C(F)(F)F (3R,4S)-N-(1-methylisoquinolin-5-yl)-4-[4-(trifluoromethyl)phenyl]pyrrolidine-3-carboxamide dihydrochloride